lauric acid 2-morpholinylethyl ester N1(CCOCC1)CCOC(CCCCCCCCCCC)=O